N1(C=CC2=CC=CC=C12)C(CC)O (1H-indol-1-yl)propan-1-ol